4-fluoro-2-(trifluoro-methoxy)benzoic acid FC1=CC(=C(C(=O)O)C=C1)OC(F)(F)F